BrC1=CC=C(C2=NSN=C21)C2=CC=C(S2)C=O 5-(7-bromobenzo[1,2,5]thiadiazol-4-yl)thiophene-2-carbaldehyde